7-((((benzyloxy)carbonyl)amino)methyl)-7-(2-fluorophenyl)-3-azabicyclo[4.1.0]heptan-3-ium chloride [Cl-].C(C1=CC=CC=C1)OC(=O)NCC1(C2CC[NH2+]CC12)C1=C(C=CC=C1)F